C1(CCCC1)N1N=NC2=C1C=CC(=C2)C2=NC(=NO2)C2=NC(=CC=C2)OC 1-cyclopentyl-5-[3-(6-methoxypyridin-2-yl)-1,2,4-oxadiazol-5-yl]-1H-1,2,3-benzotriazole